COP(OC)(=O)OP(=O)(OC)OC.C1(=CC(=CC=C1)C)C m-xylene tetramethyl-diphosphate